ClC1=CC(=C(C=N1)C#N)N1N=CC(=C1)C=O 6-chloro-4-(4-formyl-1H-pyrazol-1-yl)pyridine-3-carbonitrile